FC1=CC=C(C[C@@H](C(=O)C2=CC3=CC=CC=C3C=C2)NC2=CC=C(C=C2)C)C=C1 (S)-2-(4-fluorobenzyl)-1-(naphthalen-2-yl)-2-(p-tolylamino)ethane-1-one